COCCN(C=1N=C(C2=C(N1)C(=NC(=N2)N(CCOC)CCOC)N2CCS(CC2)(=O)=O)N2CC(N(CC2)C)=O)CCOC 4-(2,6-bis(bis(2-methoxyethyl)amino)-8-(1,1-dioxidothiomorpholino)pyrimido[5,4-d]pyrimidin-4-yl)-1-methylpiperazin-2-one